O=C1C2CC3(CC(CC1C3)C2)CC(=O)O.C[Si](ON=C(CC)C)(ON=C(CC)C)ON=C(CC)C Methyltris[[(1-methylpropylidene)amino]oxy]silane 4-oxo-1-adamantyl-acetate